1-(3-bromophenyl)-3,3-dimethoxycyclobutanecarbonitrile BrC=1C=C(C=CC1)C1(CC(C1)(OC)OC)C#N